tert-butyl 4-(3-formyl-4-(methoxycarbonyl)phenyl)piperazine-1-carboxylate C(=O)C=1C=C(C=CC1C(=O)OC)N1CCN(CC1)C(=O)OC(C)(C)C